6,7-dimethoxy-2-methyl-N-{(1R)-1-[3'-(trifluoromethoxy)biphenyl-3-yl]ethyl}quinazolin-4-amine COC=1C=C2C(=NC(=NC2=CC1OC)C)N[C@H](C)C=1C=C(C=CC1)C1=CC(=CC=C1)OC(F)(F)F